CC=1C(CC(C(C1)C)C)CC(C)=O (2,4,5-Trimethyl-cyclohex-2-en-1-yl)propan-2-one